N-[(5R)-1-amino-5H,6H,7H-cyclopenta[c]pyridin-5-yl]-1-[(6-{3-azabicyclo[3.1.0]hex-3-yl}-2-methylpyridin-3-yl)methyl]-3-(difluoromethyl)-1H-pyrazole-4-carboxamide NC1=NC=CC2=C1CC[C@H]2NC(=O)C=2C(=NN(C2)CC=2C(=NC(=CC2)N2CC1CC1C2)C)C(F)F